(2R)-2-[6-(2,5-dichloropyrimidin-4-yl)-1-oxo-2,3-dihydro-1H-isoindol-2-yl]-3-hydroxy-N-[(1R)-1-(5-methoxy-2-methylphenyl)ethyl]propanamide ClC1=NC=C(C(=N1)C1=CC=C2CN(C(C2=C1)=O)[C@@H](C(=O)N[C@H](C)C1=C(C=CC(=C1)OC)C)CO)Cl